5-(4-((6-fluoropyridin-3-yl)methoxy)phenyl)-2-oxo-6-(trifluoromethyl)-1,2-dihydropyridine-3-carboxamide FC1=CC=C(C=N1)COC1=CC=C(C=C1)C=1C=C(C(NC1C(F)(F)F)=O)C(=O)N